FC(C1=CC=CC(=N1)NC(=O)C=1C(=CC=2N(C1)C=C(N2)C2CCC(CC2)C=O)OC(C)C)F N-[6-(difluoromethyl)-2-pyridyl]-2-(4-formylcyclohexyl)-7-isopropoxy-imidazo[1,2-a]pyridine-6-carboxamide